2,2-dimethyl-azepane hydrochloride Cl.CC1(NCCCCC1)C